N-cyclopropyl-2-(trifluoromethyl)benzamide C1(CC1)NC(C1=C(C=CC=C1)C(F)(F)F)=O